N,N-dioctadecyl-4-butylaniline hydrochloride Cl.C(CCCCCCCCCCCCCCCCC)N(C1=CC=C(C=C1)CCCC)CCCCCCCCCCCCCCCCCC